2,6-di-tert-butyl-4-methyl-pyridine potassium-tungsten [W].[K].C(C)(C)(C)C1=NC(=CC(=C1)C)C(C)(C)C